2-(isoindolin-5-yloxy)-N,N-dimethylacetamide C1NCC2=CC(=CC=C12)OCC(=O)N(C)C